CC1(OC(C2=C1C=C(C=C2)NC2=NC=C(C(=N2)N[C@H](CO)C2=CC=CC=C2)C(=O)NN)=O)C 2-[(3,3-dimethyl-1-oxo-1,3-dihydro-2-benzofuran-5-yl)amino]-4-{[(1S)-2-hydroxy-1-phenylethyl]amino}pyrimidine-5-carbohydrazide